2-chloro-4-iodo-3-(methoxymethoxy)pyridine tert-butyl-(3aR,6aR)-4-acetamido-5-allyl-4-(tert-butylcarbamoyl)hexahydrocyclopenta[b]pyrrole-1(2H)-carboxylate C(C)(C)(C)OC(=O)N1[C@H]2[C@@H](CC1)C(C(C2)CC=C)(C(NC(C)(C)C)=O)NC(C)=O.ClC2=NC=CC(=C2OCOC)I